5-benzyl-N-(5-(2-methoxyethoxy)-2-methyl-[3,4'-bipyridine]-2'-yl)-4H-1,2,4-triazole-3-carboxamide C(C1=CC=CC=C1)C=1NC(=NN1)C(=O)NC1=NC=CC(=C1)C=1C(=NC=C(C1)OCCOC)C